ethyl 4-((R)-3-((methyl((S)-5,6,7,8-tetrahydroquinolin-8-yl)amino)methyl)-1,2,3,4-tetrahydroisoquinolin-5-yl)piperazine-1-carboxylate CN([C@H]1CCCC=2C=CC=NC12)C[C@@H]1NCC2=CC=CC(=C2C1)N1CCN(CC1)C(=O)OCC